5-chloro-2-(3,5-dimethylphenyl)quinoline ClC1=C2C=CC(=NC2=CC=C1)C1=CC(=CC(=C1)C)C